O[C@@]12[C@@](OC=3C=NC=C(C31)OC)([C@@H]([C@H]([C@H]2O)CN(C)CCO)C2=CC=CC=C2)C2=CC=C(C#N)C=C2 |r| Rac-4-((4bS,5R,6S,7S,7aR)-4b,5-dihydroxy-6-(((2-hydroxyethyl)(methyl)amino)methyl)-4-methoxy-7-phenyl-4b,5,6,7-tetrahydro-7aH-cyclopenta[4,5]furo[2,3-c]pyridin-7a-yl)benzonitrile